N-((2-(6-((cis)-2,6-dimethylmorpholino)pyridin-2-yl)-1,6-naphthyridin-7-yl)methyl)-1-(methylsulfonyl)-1H-pyrrole-3-carboxamide C[C@@H]1O[C@@H](CN(C1)C1=CC=CC(=N1)C1=NC2=CC(=NC=C2C=C1)CNC(=O)C1=CN(C=C1)S(=O)(=O)C)C